(R)-4-methoxy-3-((1-methylpyrrolidin-2-yl)methyl)-1H-indole COC1=C2C(=CNC2=CC=C1)C[C@@H]1N(CCC1)C